C(C)OC=1C=C(C=C(C1OCC)OCC)C#C 3,4,5-triethoxyphenylacetylene